CC1=NC=C(C(=N1)N[C@@H](C)C1=CC=C(C(=O)OC)C=C1)C methyl 4-[(1S)-1-[(2,5-dimethylpyrimidin-4-yl)amino]ethyl]benzoate